C1=C(C=CC2=CC=CC=C12)C1=NN(C=C1C=O)C1=CC=CC=C1 3-(naphthalen-2-yl)-1-phenyl-1H-pyrazole-4-carbaldehyde